tert-Butyl {3-[{(1R)-1-[1-(3-aminobenzyl)-4-(2,5-difluorophenyl)-1H-imidazol-2-yl]-2,2-dimethylpropyl}(glycoloyl)amino]propyl}carbamate NC=1C=C(CN2C(=NC(=C2)C2=C(C=CC(=C2)F)F)[C@@H](C(C)(C)C)N(CCCNC(OC(C)(C)C)=O)C(CO)=O)C=CC1